ClC1=CC=C(C=C1)N(C(=O)C1=NN(C=N1)C1=CC=C(C=C1)C(C)C)C N-(4-chlorophenyl)-1-(4-isopropylphenyl)-N-methyl-1H-1,2,4-triazole-3-carboxamide